CC(C#C)(C)NC(=O)OC(C)(C)[C@H]1N([C@H](C1)CO[Si](C1=CC=CC=C1)(C1=CC=CC=C1)C(C)(C)C)CC1=CC=CC=C1 |o1:12,14| 2-((2S,4R)-rel-1-benzyl-4-(((tert-butyldiphenylsilyl)oxy)methyl)azetidin-2-yl)propan-2-ol 1,1-dimethylpropynyl-carbamate